C(C)N(CC)C1=NC(=C(C=N1)OCC)NC1=NNC(=C1)C (diethylamino)-5-ethoxy-6-((5-methyl-1H-pyrazol-3-yl)amino)pyrimidin